CC1(C=CC2=CC=CC=C12)C(=O)OCC ethyl 1-methylindenoate